methyl [5-(2-fluorobenzoyl)-1H-benzimidazol-2-yl]carbamate FC1=C(C(=O)C2=CC3=C(NC(=N3)NC(OC)=O)C=C2)C=CC=C1